C1(CC1)S(=O)(=O)NC=1SC=C(N1)C1(CCOCC1)C(=O)NC1=NC=C(C=C1)C1=NC(=CN=C1)OCC 4-(2-(cyclopropanesulfonamido)thiazol-4-yl)-N-(5-(6-ethoxypyrazin-2-yl)pyridin-2-yl)tetrahydro-2H-pyran-4-carboxamide